(R)-N-(4-(Morpholin-2-yl)-phenyl)-6-(2,2,2-trifluoroethoxy)-nicotinamid N1C[C@H](OCC1)C1=CC=C(C=C1)NC(C1=CN=C(C=C1)OCC(F)(F)F)=O